CS(=O)O[C@@H]1[C@H](CCC[C@H]1O[Si](C)(C)C(C)(C)C)N=[N+]=[N-] (1R,2S,6R)-2-Azido-6-(tert-butyldimethylsilyloxy)cyclohexyl methanesulfinate